NCC(=O)NCC1=C2C(=NC=3C=C4C(=C(C13)F)OCO4)C4=CC1=C(C(N4C2)=O)COC([C@]1(O)CC)=O (S)-2-amino-N-((7-ethyl-15-fluoro-7-hydroxy-8,11-dioxo-7,8,11,13-tetrahydro-10H-[1,3]dioxolo[4,5-g]pyrano[3',4':6,7]indolizino[1,2-b]quinolin-14-yl)methyl)acetamide